BrC=1C=NN(C1)CCCCNC(C1=CC(=CC=C1)N1N=C(N=C1C1=CC=C(C=C1)OC)CC)=O N-(4-(4-bromo-1-1H-pyrazolyl)butyl)-3-(3-ethyl-5-(4-methoxyphenyl)-1-1H-1,2,4-triazolyl)benzamide